N1N=CC2=C1CN(CC2)C(=O)[O-] 4,5-dihydro-1H-pyrazolo[3,4-c]pyridine-6(7H)-carboxylate